C1(=CC=C(C=C1)C1=NC=NC(=C1)C1=CC=CC=C1)C1=CC=CC=C1 4-(biphenyl-4-yl)-6-phenylpyrimidine